3-(benzylsulfanyl)-2-{2-[(tert-butyldiphenylsilyl)oxy]ethyl}-6-chloropyridine C(C1=CC=CC=C1)SC=1C(=NC(=CC1)Cl)CCO[Si](C1=CC=CC=C1)(C1=CC=CC=C1)C(C)(C)C